CC1CN(CCN1C1=CC=CC=C1)C(=O)C1=CC=CC=C1 (3-methyl-4-phenylpiperazin-1-yl)(phenyl)methanone